4-{[4-(2-cyclopentylsulfanyl-pyridin-3-yl)-2,6-difluoro-phenyl]-methyl-amino}-butyric acid C1(CCCC1)SC1=NC=CC=C1C1=CC(=C(C(=C1)F)N(CCCC(=O)O)C)F